FC=1C=2N(C=CC1)N=C(C2)[C@H]2N(CCC1=C2N=CN1)C=1N=CC(=NC1)C(=O)NC1CCOCC1 (S)-5-(4-(4-fluoropyrazolo[1,5-a]pyridin-2-yl)-1,4,6,7-tetrahydro-5H-imidazo[4,5-c]pyridin-5-yl)-N-(tetrahydro-2H-pyran-4-yl)pyrazine-2-carboxamide